CC=1C=CC=2N(C1)C=CN2 6-Methyl-imidazo[1,2-a]pyridin